2-(chloromethyl)-6-cyclopropyl-8-fluoroimidazo[1,2-a]pyridine ClCC=1N=C2N(C=C(C=C2F)C2CC2)C1